BrC=1C=C(C(=O)N(C)C)C=C(C1C(C)O)C#N 3-bromo-5-cyano-4-(1-hydroxyethyl)-N,N-dimethylbenzamide